5-(benzyloxy)-N-[1-(hydroxymethyl)cyclopropyl]-2-methyl-1-benzothiophene-3-carboxamide C(C1=CC=CC=C1)OC=1C=CC2=C(C(=C(S2)C)C(=O)NC2(CC2)CO)C1